NC1=C2C(C(=CN3C2=C(C(=C1F)F)OC[C@@H]3C)C(=O)O)=O (S)-8-amino-9,10-difluoro-3-methyl-7-oxo-2,3-dihydro-7H-[1,4]oxazino[2,3,4-ij]quinoline-6-carboxylic acid